[3-(cyclopropylamino)pyrrolidin-1-yl]-N-(2,6-dimethylindazol-5-yl)pyrazine-2-carboxamide C1(CC1)NC1CN(CC1)C=1C(=NC=CN1)C(=O)NC1=CC2=CN(N=C2C=C1C)C